(2-chloro-5-(((6-chloropyridin-2-yl)oxy)methyl)phenyl)methanol ClC1=C(C=C(C=C1)COC1=NC(=CC=C1)Cl)CO